tert-butyl 2-((6-(5-cyanopyrazin-2-ylamino)-3-(methylcarbamoyl)pyridazin-4-ylamino)methyl)pyrrolidine-1-carboxylate C(#N)C=1N=CC(=NC1)NC1=CC(=C(N=N1)C(NC)=O)NCC1N(CCC1)C(=O)OC(C)(C)C